1-(3,3,4,4,5,5,6,6,7,7,8,8,9,9,10,10,10-heptadecafluorodecyl)-N,N,N',N',N'',N''-hexamethylsilanetriamine FC(CC[Si](N(C)C)(N(C)C)N(C)C)(C(C(C(C(C(C(C(F)(F)F)(F)F)(F)F)(F)F)(F)F)(F)F)(F)F)F